dicyclohexyl-(4-ethylphenyl)phosphine C1(CCCCC1)P(C1=CC=C(C=C1)CC)C1CCCCC1